C(C)(=O)OC[C@H]1[C@@H](C1)C(=O)O trans-2-(acetoxymethyl)cyclopropanecarboxylic acid